benzyl N-[(7R)-5-benzylsulfanyl-3-cyclopropyl-7,8-dihydro-6H-cyclopenta[g]isoquinolin-7-yl]carbamate C(C1=CC=CC=C1)SC1=C2C=C(N=CC2=CC2=C1C[C@@H](C2)NC(OCC2=CC=CC=C2)=O)C2CC2